CC1=C(C=CC=C1)C1=CC=C2N(CC(NC2=C1)=O)C(C1=CC(=C(C(=C1)OC)OC)OC)=O 7-(2-methylphenyl)-4-(3,4,5-trimethoxybenzoyl)-3,4-dihydroquinoxalin-2(1H)-one